3-(4-ethyl-2-methylindol-3-yl)phthalide C(C)C1=C2C(=C(NC2=CC=C1)C)C1OC(=O)C2=CC=CC=C12